N-[3-[2-(difluoromethoxy)-5-[3-(dimethylcarbamoyl)-4-methyl-phenoxy]phenyl]-1-methyl-pyrazol-4-yl]pyrazolo[1,5-a]pyrimidine-3-carboxamide FC(OC1=C(C=C(C=C1)OC1=CC(=C(C=C1)C)C(N(C)C)=O)C1=NN(C=C1NC(=O)C=1C=NN2C1N=CC=C2)C)F